6-bromo-3-((2-(4-(difluoromethoxy)phenyl)-8-methoxy-2,3-dihydrobenzo[b][1,4]dioxin-6-yl)methyl)-3H-imidazo[4,5-b]pyridine hydrochloride Cl.BrC=1C=C2C(=NC1)N(C=N2)CC2=CC1=C(OC(CO1)C1=CC=C(C=C1)OC(F)F)C(=C2)OC